C(C)(C)(C)OC(=O)N1CC2CNCC2C1 tert-butylhexahydropyrrolo[3,4-c]pyrrole-2(1H)-carboxylate